C(CCCCCCCCCCC)(=O)OC(C)C1N(CCN(C1)C1=C(C=CC=C1)SC1=C(C=C(C=C1)C)C)C(=O)O 1-(dodecanoyloxy)ethyl-4-(2-((2,4-dimethylphenyl)thio)phenyl)piperazine-1-carboxylic acid